NC1=NCN(C=C1F)[C@@H]1O[C@]([C@H](C1)O[Si](C)(C)C(C)(C)C)(C=C=C)CO[Si](C1=CC=CC=C1)(C1=CC=CC=C1)C(C)(C)C 4-amino-1-[(2R,4S,5R)-4-[(tert-butyldimethylsilyl)oxy]-5-{[(tert-butyldiphenylsilyl)oxy]methyl}-5-(propa-1,2-dien-1-yl)oxolan-2-yl]-5-fluoropyrimidin